C(C)C1=NN2C(N=C(C=C2)N[C@H](C)C2=CC(=CC=3CC(OC32)(C)CNC(=O)OC(C)(C)C)Br)=C1 Ethyl-5-(((1R)-1-(5-bromo-2-(((tert-butoxycarbonyl)amino)methyl)-2-methyl-2,3-dihydrobenzofuran-7-yl)ethyl)amino)pyrazolo[1,5-a]pyrimidine